4-(2-bromo-5-chloropyrazolo[1,5-a]pyrimidin-7-yl)morpholine BrC1=NN2C(N=C(C=C2N2CCOCC2)Cl)=C1